ClC=1C=C(CN2CCN(CC2)C=2C=CC3=C(C=C(O3)C(=O)N)C2)C=CC1 5-[4-(3-chloro-benzyl)-piperazin-1-yl]-benzofuran-2-carboxylic acid amide